3-(5-(1-(2,4-Dichlorophenyl)-1H-pyrazol-4-yl)-3-hydroxypicolinamido)-2,2-dimethylpropionic acid ClC1=C(C=CC(=C1)Cl)N1N=CC(=C1)C=1C=C(C(=NC1)C(=O)NCC(C(=O)O)(C)C)O